3-AMINO-2-(TRIFLUOROMETHYL)PYRIDINE-4-BORONIC ACID NC=1C(=NC=CC1B(O)O)C(F)(F)F